N1N=CC(=C1)CCN(C1=NC(=NC(=C1C)C)C(=O)OC)CCC methyl 4-((2-(1H-pyrazol-4-yl)ethyl)(propyl)amino)-5,6-dimethylpyrimidine-2-carboxylate